4-((2-methoxy-3-(1-methyl-1H-1,2,4-triazol-3-yl)phenyl)amino)-N-methylpyrimidine COC1=C(C=CC=C1C1=NN(C=N1)C)NC1=NCN(C=C1)C